C(#N)C1=C(C(=C(C(=C1)C(C)C)NC(=O)N=S(=O)(N)C=1OC(=C(C1)C(C)(C)O)C)C(C)C)F N'-(4-cyano-3-fluoro-2,6-diisopropylphenylcarbamoyl)-4-(2-hydroxypropan-2-yl)-5-methylfuran-2-sulfonimidamide